ClC=1C=CC(=NC1)NC(=O)N1[C@H](C[C@H](C1)OCC)C(=O)NC1=C(C=CC(=C1)C(CCC1CC1)(C1=CC=NC=C1)S(=O)(=O)C)F (2r,4r)-N1-(5-chloropyridin-2-yl)-N2-(5-((+)-3-cyclopropyl-1-(methylsulfonyl)-1-(pyridin-4-yl)propyl)-2-fluorophenyl)-4-ethoxypyrrolidine-1,2-dicarboxamide